C(C)C=1C=C(C(=NC1)C(=O)[O-])C(=O)[O-] 5-ethyl-2,3-pyridinedicarboxylate